1-(4-((5-(3,5-dimethylisoxazol-4-yl)-2-methylphenyl)(5-((2-(2,6-dioxopiperidin-3-yl)-6-fluoro-3-oxoisoindolin-5-yl)amino)-3-methylpentyl)amino)phenyl)cyclopropane-1-carbonitrile CC1=NOC(=C1C=1C=CC(=C(C1)N(C1=CC=C(C=C1)C1(CC1)C#N)CCC(CCNC=1C=C2C(N(CC2=CC1F)C1C(NC(CC1)=O)=O)=O)C)C)C